Cl.FC([C@@H]1C[C@@H](CC1)N)F (1R,3S)-3-(difluoromethyl)cyclopentan-1-amine hydrochloride